C(C)(OC)(OC)OCC1=CC=CC=C1 dimethyl benzyl orthoacetate